C1(CC1)CC(=O)C1=CC(=C(C=N1)C=1C(N(C2=CC(=NC=C2C1)NC(=O)C1CC1)C)=O)C N-{3-[6-(2-cyclopropylacetyl)-4-methylpyridin-3-yl]-1-methyl-2-oxo-1,6-naphthyridin-7-yl}cyclopropanecarboxamide